C(C)(C)N1N=CC2=NC(=CC(=C21)N[C@H]2COCC2)C=2C(=NC=C(C2)C)OC 1-isopropyl-5-(2-methoxy-5-methyl-3-pyridinyl)-N-[(3R)-tetrahydrofuran-3-yl]pyrazolo[4,3-b]pyridin-7-amine